6-((3-fluoro-3-methylpyrrolidin-1-yl)methyl)-2-(3-(3-((4-methyl-4H-1,2,4-triazol-3-yl)methyl)oxetan-3-yl)phenyl)-4-(trifluoromethyl)isoindolin-1-one FC1(CN(CC1)CC1=CC(=C2CN(C(C2=C1)=O)C1=CC(=CC=C1)C1(COC1)CC1=NN=CN1C)C(F)(F)F)C